C[NH+](CCOC(CC(=C)C)=O)C N,N-dimethyl-2-((3-methylbut-3-enoyl)oxy)ethan-1-aminium